OCC1=CC[C@H]2[C@@H]1[C@@H](OC=C2C(=O)O)O[C@@H]2O[C@@H]([C@H]([C@@H]([C@H]2O)O)O)CO (1S,4aS,7aS)-7-(hydroxymethyl)-1-(((2S,3R,4S,5S,6R)-3,4,5-trihydroxy-6-(hydroxymethyl)tetrahydro-2H-pyran-2-yl)oxy)-1,4a,5,7a-tetrahydrocyclopenta[c]pyran-4-carboxylic acid